CC1=C(C(=C(C1([Hf]C1(C=CC2=CC=3CCCC3C=C12)CCC1=CC=CC=C1)C)C)C)C Pentamethylcyclopentadienyl-(1-phenethyl-1,5,6,7-tetrahydro-s-indacenyl)hafnium